C(N)(O[C@H]1[C@H](C1)F)=O ((1R,2S)-2-fluorocyclopropyl) carbamate